CN1N=C(C2=CC=CC=C12)CNCC1=C(OCC2=C(C#N)C=CC=N2)C=CC=C1 2-((((((1-methyl-1H-indazol-3-yl)methyl)amino)methyl)phenoxy)methyl)nicotinonitrile